N\C(\C)=N\C(=N\S(=O)(=O)C1=CC=C(C=C1)I)\N1N=C(C(CC1)C1=CC=CC=C1)C1=CC=C(C=C1)Cl (Z)-N-((E)-1-aminoethylidene)-3-(4-chlorophenyl)-N'-((4-iodophenyl)sulfonyl)-4-phenyl-5,6-dihydropyridazine-1(4H)-carboximidamide